CC(COC=1C=C(C=CC1)C1=CC(=NN1C=1C=CC=C2C=NN(C12)C)CO[C@@](C(=O)O)(CC)C)(C)C (2R)-2-([5-[3-(2,2-Dimethyl-propoxy)phenyl]-1-(1-methyl-1H-indazol-7-yl)-1H-pyrazol-3-yl]methoxy)-2-methylbutanoic acid